COC=1C=C(OC2=CC(=CC(=C2)OC2=CC(=C(C=C2)N)OC)OC2=CC(=C(C=C2)N)OC)C=CC1N 1,3,5-Tri(3-methoxy-4-aminophenoxy)benzen